COC=1C=C2C=CC=C(C2=CC1)N 6-methoxy-naphthalen-1-amine